FC1=C(C=C(C=C1)N1C(=C(C2=C1C=C1C=NNC1=C2)C=2C=CC(=NC2OC)C(=O)OC)C2COCCC2)C Methyl 5-[5-(4-fluoro-3-methyl-phenyl)-6-tetrahydropyran-3-yl-1H-pyrrolo[2,3-f]indazol-7-yl]-6-methoxy-pyridine-2-carboxylate